ClC1=NN(C=N1)C1CC2(CN(C2)C(=O)C=2C=NC(=C(C2)C)OCC2(CC2)C(F)(F)F)C1 [6-(3-chloro-1,2,4-triazol-1-yl)-2-azaspiro[3.3]heptan-2-yl]-[5-methyl-6-[[1-(trifluoromethyl)cyclopropyl]methoxy]-3-pyridyl]methanone